C(C)(=O)O.C(C)(=O)O.COC1=CC=CC=C1 p-methoxybenzene diacetate